C(CCCCCCCCCCC(=O)[O-])(=O)OOCC(CC=C)CC=C diallylethoxy dodecanedioate